3-bromo-5-chloro-6-fluoro-pyridin-2-amine BrC=1C(=NC(=C(C1)Cl)F)N